(R)-6-bromo-N-(2-fluoro-3-hydroxy-3-methylbutyl)-4-(isopropylamino)quinoline-3-carboxamide BrC=1C=C2C(=C(C=NC2=CC1)C(=O)NC[C@H](C(C)(C)O)F)NC(C)C